(2S)-2-(hydroxymethyl)-2-(methoxymethyl)-1-azabicyclo[2.2.2]octan-3-one OC[C@]1(N2CCC(C1=O)CC2)COC